CS(=O)(=O)OC1=CC(=CC(=C1)N1CCOCC1)F.[Na] sodium (3-fluoro-5-morpholinophenyl) methanesulfonate